C1(CC1)NCC1=CC=CC=C1 cyclopropyl-(phenyl)methylamine